4-fluoro-2-[4-[[(1s,2s)-2-hydroxycyclohexyl]amino]pyrido[3,4-d]pyridazin-1-yl]-5-(trifluoromethyl)phenol FC1=CC(=C(C=C1C(F)(F)F)O)C1=C2C(=C(N=N1)N[C@@H]1[C@H](CCCC1)O)C=NC=C2